[N+](=O)([O-])C1=CC=C(C=N1)N1CCNCC1 4-(6-nitropyridin-3-yl)piperazine